1-(4-(pyridin-2-ylmethyl)-3,4-dihydroquinoxalin-1(2H)-yl)-3-(pyrrolidin-1-yl)propan-1-one di-oxalate C(C(=O)O)(=O)O.C(C(=O)O)(=O)O.N1=C(C=CC=C1)CN1CCN(C2=CC=CC=C12)C(CCN1CCCC1)=O